C(C)(=O)NC1=C(C=C(CC2=C(C=C(OCC(=O)O)C=C2)C)C=C1)C(C)C 2-(4-(4-acetamido-3-isopropylbenzyl)-3-methylphenoxy)acetic acid